N(=NC(C(=O)NC(CO)(CO)CO)(C)C)C(C(=O)NC(CO)(CO)CO)(C)C 2,2'-azobis-(2-methyl-N-(1,1-bis(hydroxymethyl)2-hydroxyethyl)propionamide)